C(C)OC(CC1CC2(C1)CC(C2)N)=O 2-(6-aminospiro[3.3]Heptan-2-yl)acetic acid ethyl ester